CIS-CYCLOBUTANE-1,2-DICARBOXYLIC ACID [C@@H]1([C@H](CC1)C(=O)O)C(=O)O